C(C)OC=1C=2N(C=C(N1)C(=O)NC=1C(=NC=CC1)OC)C=C(N2)[C@]21CO[C@](CC2)(C1)C 8-ethoxy-N-(2-methoxypyridin-3-yl)-2-((1R,4S)-1-methyl-2-oxabicyclo[2.2.1]heptan-4-yl)imidazo[1,2-a]pyrazine-6-carboxamide